N-methyl-N-phenyl-5-[[(3S)-1-[2-oxo-2-[(2S,4S)-2-cyano-4-fluoro-pyrrolidin-1-yl]ethyl]pyrrolidin-3-yl]amino]quinoline-8-carboxamide CN(C(=O)C=1C=CC(=C2C=CC=NC12)N[C@@H]1CN(CC1)CC(N1[C@@H](C[C@@H](C1)F)C#N)=O)C1=CC=CC=C1